7-Bromo-4-methoxyisoquinoline BrC1=CC=C2C(=CN=CC2=C1)OC